FC1=CC=2N(C=C1)C(=CN2)C2=C1CNC(C1=C(C=C2)NC2=NC=C(C=C2)N2C[C@@]1(CN(CCO1)C)CCC2)=O (S)-4-(7-fluoroimidazo[1,2-a]pyridin-3-yl)-7-((5-(4-methyl-1-oxa-4,8-diazaspiro[5.5]undecan-8-yl)pyridin-2-yl)amino)isoindolin-1-one